CS(=O)(=O)/C=C/CNC(CNC(CN(C(=O)C1CCC1)C1CCN(CC1)C(C)C1=CC=CC2=CC=CC=C12)=O)=O (E)-N-(2-((2-((3-(methylsulfonyl)allyl)amino)-2-oxoethyl)amino)-2-oxoethyl)-N-(1-(1-(naphthalen-1-yl)ethyl)piperidin-4-yl)cyclobutanecarboxamide